N-(5-(2-(1-cyclopropylethyl)-3-oxo-4-(tetrahydro-2H-pyran-4-yl)-2,3-dihydro-1H-pyrrolo[3,4-c]pyridin-6-yl)-4-methylthiazol-2-yl)acetamide C1(CC1)C(C)N1C(C=2C(=NC(=CC2C1)C1=C(N=C(S1)NC(C)=O)C)C1CCOCC1)=O